ClC=1C=C(C=CC1F)N1CCC(CC1)C(=O)O 1-(3-chloro-4-fluorophenyl)piperidine-4-carboxylic acid